BrC1=CC=C2C=C(N(C2=C1)C(=O)OC(C)(C)C)C1=NC2=C(N1C)C(=CC(=C2)C(=O)OC)OC methyl 2-(6-bromo-1-(tert-butoxycarbonyl)-1H-indol-2-yl)-7-methoxy-1-methyl-1H-benzo[d]imidazole-5-carboxylate